ClC=1SC(=CN1)CN1COCN(C1=N[N+](=O)[O-])C 3-(2-chloro-5-thiazolylmethyl)tetrahydro-5-methyl-N-nitro-4H-1,3,5-oxadiazine-4-imine